3-(benzyloxy)cyclobutyl 4-methylbenzene-1-sulfonate CC1=CC=C(C=C1)S(=O)(=O)OC1CC(C1)OCC1=CC=CC=C1